1-amino-5-bromo-2-fluoro-3-methoxypyridine NN1C(C(=CC(=C1)Br)OC)F